(2-(3,4-Difluoro-5-hydroxyphenyl)benzo[d]oxazol-5-yl)(4-(methylsulfonyl)piperazin-1-yl)methanone FC=1C=C(C=C(C1F)O)C=1OC2=C(N1)C=C(C=C2)C(=O)N2CCN(CC2)S(=O)(=O)C